5,5'-[oxybis(methylene)]bis[2-furoic acid] O(CC1=CC=C(O1)C(=O)O)CC1=CC=C(O1)C(=O)O